N[C@H](C(=O)O)C(CC)CC (S)-2-amino-3-ethyl-pentanoic acid